CC1(OCC2=C(O1)C=CC=C2C(CN2C=NC=C2)=NO)C 1-(2,2-dimethylbenzo[d][1,3]dioxin-5-yl)-2-(1H-imidazol-1-yl)ethan-1-one oxime